FC1=CC=C(C=C1)N(C(C)=O)C1=NC=CC(=C1)NC(CC1=C(C(=CC=C1)F)C(F)(F)F)=O N-(4-fluorophenyl)-N-(4-{2-[3-fluoro-2-(trifluoromethyl)phenyl]acetylamino}pyridin-2-yl)acetamide